NC1=C(C(=NN1C1=NC=CC=C1)O[C@@H](C(=O)OC)C)Cl Methyl (2R)-2-{[5-amino-4-chloro-1-(pyridin-2-yl)-1H-pyrazol-3-yl]oxy}propanoate